OC1CCN(CC1)C1=CC=C(C=C1)C(C=CC=1C=C(OCC=2C=C(C#N)C=CC2)C=CC1)=O 3-[[3-[3-[4-(4-Hydroxypiperidin-1-yl)phenyl]-3-oxoprop-1-enyl]phenoxy]methyl]benzonitrile